[PH2](=O)N phosphinamidate